CC=1C(NC(N1)=O)=O 5-methylimidazole-2,4-dione